N1=C(C=CC=C1)C=1N=C(SC1)NC(=O)C1=CC=C(C(=O)O)C=C1 4-((4-(pyridin-2-yl)thiazol-2-yl)carbamoyl)benzoic acid